C(C)(C)(C)OC(=O)N1CCC2(CCC2C2=CC(=CC=C2)C(F)(F)F)CC1 (3-trifluoromethylphenyl)-7-azaspiro[3.5]nonane-7-carboxylic acid tert-butyl ester